FC(COC=1SC2=C(N(C(C(=C2)C2=CN(C(C=C2)=O)C)=O)C2=CC=C(C=C2)OC(F)F)N1)F 2-(2,2-difluoroethoxy)-4-(4-(difluoromethoxy)phenyl)-6-(1-methyl-6-oxo-1,6-dihydropyridin-3-yl)thiazolo[4,5-b]pyridin-5(4H)-one